C(#N)C1=CC(=C(COC2=CC=CC(=N2)C2CCN(CC2)CC2=NC3=C(N2CC2=NN=CN2C)C=C(C=C3)C(=O)O)C=C1)F 2-[(4-{6-[(4-cyano-2-fluorobenzyl)oxy]pyridin-2-yl}piperidin-1-yl)methyl]-1-[(4-methyl-4H-1,2,4-triazol-3-yl)methyl]-1H-benzimidazole-6-carboxylic acid